bis(2-methylpropanoyloxy)ethane ammonium [NH4+].CC(C(=O)OC(C)OC(C(C)C)=O)C